S1C=NC2=C1C=C(C=C2)\C=C\2/N=C(NC2=O)N[C@H]2CN(CCC2)C |r| (±)-(4Z)-4-(1,3-Benzothiazol-6-ylmethylene)-2-[(1-methyl-3-piperidyl)amino]-1H-imidazol-5-one